S-(hydroxymethyl)-homocysteine OCSCC[C@H](N)C(=O)O